3-(2-(tert-butoxy)-2-oxoethyl)cyclopentane-1-carboxylic acid methyl ester COC(=O)C1CC(CC1)CC(=O)OC(C)(C)C